CNC(CC(C1=CC=CC=C1)C1=CC=CC=C1)=O N-methyl-3,3-diphenylpropanamide